(S)-4-Benzyl-N-(5-methyl-4-oxo-7-(pyridin-3-ylethynyl)-2,3,4,5-tetrahydrobenzo[b][1,4]oxazepin-3-yl)-1H-pyrazol-1-carboxamid C(C1=CC=CC=C1)C=1C=NN(C1)C(=O)N[C@@H]1C(N(C2=C(OC1)C=CC(=C2)C#CC=2C=NC=CC2)C)=O